Benzoylformic acid C(C1=CC=CC=C1)(=O)C(=O)O